O=C(CN1C(NC2=NC=C(C=C21)C2=CN=CS2)=O)N2CCCC2 1-(2-Oxo-2-(pyrrolidin-1-yl)ethyl)-6-(thiazol-5-yl)-1H-imidazo[4,5-b]pyridin-2(3H)-one